ClC=1C=C(C=CC1C(F)(F)F)NC(=O)N[C@@H](C)C=1N(N=CN1)C1=NC=CC=N1 1-[3-chloro-4-(trifluoromethyl)phenyl]-3-[(1S)-1-(2-pyrimidin-2-yl-1,2,4-triazol-3-yl)ethyl]urea